6-(4-fluorophenyl)-8-methoxy-N-[(1S)-1-[2-(trifluoromethyl)pyrimidin-5-yl]ethyl]quinazolin-4-amine formate C(=O)O.FC1=CC=C(C=C1)C=1C=C2C(=NC=NC2=C(C1)OC)N[C@@H](C)C=1C=NC(=NC1)C(F)(F)F